2-(2,6-dimethyl-4-(1-(5-oxo-4-(4-(trifluoromethyl)phenyl)-4,5-dihydro-1H-1,2,4-triazol-1-yl)ethyl)phenoxy)-2-methylpropanoic acid CC1=C(OC(C(=O)O)(C)C)C(=CC(=C1)C(C)N1N=CN(C1=O)C1=CC=C(C=C1)C(F)(F)F)C